3-(2-(1,3-dioxaindol-2-yl) ethyl)-5-methoxy-1H-indole-2-carboxylate O1C(OC2=CC=CC=C12)CCC1=C(NC2=CC=C(C=C12)OC)C(=O)[O-]